2-furancarboxaldehyd O1C(=CC=C1)C=O